N,N-dimethyl-2-(5,6,7,8-tetrahydro-4H-pyrazolo[1,5-a][1,4]diazepin-2-yl)acetamide CN(C(CC1=NN2C(CNCCC2)=C1)=O)C